2-[(2E)-2-(aminomethyl)-3-fluoroprop-2-en-1-yl]-4-[3-(1H-indol-4-yl)phenyl]-2,4-dihydro-3H-1,2,4-triazol-3-one hydrochloride Cl.NC/C(/CN1N=CN(C1=O)C1=CC(=CC=C1)C1=C2C=CNC2=CC=C1)=C\F